C(C)C=1C=C(C=CC1)C1=C(NC=2C1=NC=CC2)C2=C(C=NC=C2)OCCNC 2-({4-[3-(3-ethylphenyl)-1H-pyrrolo[3,2-b]pyridin-2-yl]pyridin-3-yl}oxy)-N-methylethan-1-amine